1,1,3,3,3-hexafluoroisopropanol C(C(F)(F)F)(C(F)(F)F)O